C(C)C=1C(=CC(=C(N)C1)OC)N1CCC(CC1)N1CCN(CC1)CC 5-ethyl-4-(4-(4-ethylpiperazin-1-yl)piperidin-1-yl)-2-methoxyaniline